5-[4-(4-Butylcyclohexyl)phenyl]-4-chloro-2-isothiocyanato-pyridine C(CCC)C1CCC(CC1)C1=CC=C(C=C1)C=1C(=CC(=NC1)N=C=S)Cl